C[C@H]1[C@@H](C[C@H]([C@@H](O1)OCCCCCCCCCCCCCCCC(=O)SCCNC(=O)CCNC(=O)[C@@H](C(C)(C)COP(=O)(O)OP(=O)(O)OC[C@@H]2[C@H]([C@H]([C@@H](O2)N3C=NC4=C(N=CN=C43)N)O)OP(=O)(O)O)O)O)O The molecule is an acyl-CoA that results from the formal condensation of the thiol group of coenzyme A with the carboxy group of oscr#28. It derives from an oscr#28. It is a conjugate acid of an oscr#28-CoA(4-).